ClC1=CC2=C(C=N1)N=CN2C(C)C 6-chloro-1-isopropyl-1H-imidazo[4,5-c]Pyridin